N12CCCC2CCC1 1-aza-bicyclo-(3.3.0)-octane